2-(azetidin-3-yl)-5-(2,4-dichlorophenoxy)pyrazine N1CC(C1)C1=NC=C(N=C1)OC1=C(C=C(C=C1)Cl)Cl